3-{2-[4-({1-[2-(6,6-dimethyl-1,4,5,7-tetrahydroindazol-3-yl)-1H-indole-6-carbonyl]piperidin-4-yl}methyl)piperazin-1-yl]pyridin-4-yl}piperidine-2,6-dione CC1(CCC=2C(=NNC2C1)C=1NC2=CC(=CC=C2C1)C(=O)N1CCC(CC1)CN1CCN(CC1)C1=NC=CC(=C1)C1C(NC(CC1)=O)=O)C